(2S,3R,4S,5S,6S)-2-(2-(1-(9H-fluoren-9-yl)-3-oxo-2,7,10,13,16-pentaoxa-4-azanonadecan-19-amido)-4-(hydroxymethyl)phenoxy)-6-(methoxycarbonyl)tetrahydro-2H-pyran-3,4,5-triyl triacetate C(C)(=O)O[C@H]1[C@@H](O[C@@H]([C@H]([C@@H]1OC(C)=O)OC(C)=O)C(=O)OC)OC1=C(C=C(C=C1)CO)NC(CCOCCOCCOCCOCCNC(OCC1C2=CC=CC=C2C=2C=CC=CC12)=O)=O